pentabromobenzyl methacrylate CC(=C)C(=O)OCC1=C(C(=C(C(=C1Br)Br)Br)Br)Br